CN(C)C(C1=CC=C(C(=O)O)C=C1)C1=NC2=C(N1)C=CC=C2C2=CC=C(C=C2)C=2CCCCC2 4-((dimethylamino)(4-(2',3',4',5'-tetrahydro-[1,1'-biphenyl]-4-yl)-1H-benzo[d]imidazol-2-yl)methyl)benzoic acid